O[C@@H]([C@@H](C(=O)N)N1C(C2(C1)NC(CC2)C)=O)C (2S,3R)-3-hydroxy-2-(6-methyl-1-oxo-2,5-diazaspiro[3.4]octan-2-yl)butanamide